(S)-2-amino-3-(4-(2-oxo-1,2,3,4-tetrahydroquinolin-7-yl)phenyl)propanoic acid N[C@H](C(=O)O)CC1=CC=C(C=C1)C1=CC=C2CCC(NC2=C1)=O